FC1(CN(C[C@@H](C1)C(=O)N1CCOCC1)S(=O)(=O)C1=CC=C(C=C1)S(=O)(=O)N(CC)CC)F (R)-4-((3,3-difluoro-5-(morpholine-4-carbonyl)piperidin-1-yl)sulfonyl)-N,N-diethylbenzenesulfonamide